(R)-2-(((1S,5S)-8-oxabicyclo[3.2.1]oct-3-yl)oxy)-2-(5-fluoro-2-methoxyphenyl)ethan-1-ol [C@@H]12CC(C[C@H](CC1)O2)O[C@@H](CO)C2=C(C=CC(=C2)F)OC